FC1=CC2=C(N(C(=N2)N2C[C@H]([C@@H](CC2)F)N)CC2=NC=C(C=N2)OC)C=C1F (3R,4R)-1-(5,6-Difluoro-1-((5-methoxy-2-pyrimidinyl)methyl)-1H-benzimidazol-2-yl)-4-fluoro-3-piperidinamin